(R)-tert-butyl 4-((3-isopropyl-5-((5-oxopyrrolidin-3-yl)amino)pyrazolo[1,5-a]pyrimidin-7-yl)amino)piperidine-1-carboxylate C(C)(C)C=1C=NN2C1N=C(C=C2NC2CCN(CC2)C(=O)OC(C)(C)C)N[C@H]2CNC(C2)=O